(R)-3-methyl-4-(3-phenylureido)-N-(1-(piperidin-4-yl)ethyl)benzene-sulfonamide hydrochloride Cl.CC=1C=C(C=CC1NC(=O)NC1=CC=CC=C1)S(=O)(=O)N[C@H](C)C1CCNCC1